6-amino-N-[2-chloro-6-(difluoromethoxy)-4-(perfluoroprop-2-yl)phenyl]pyridinecarboxamide NC1=CC=CC(=N1)C(=O)NC1=C(C=C(C=C1OC(F)F)C(C(F)(F)F)(C(F)(F)F)F)Cl